C(CCCCCCC\C=C/CCCCCC)(=O)OCC(COC(CC(CCCC)CCCC)=O)(COC(CCCN(C)C)=O)COC(CC(CCCC)CCCC)=O 3-((3-Butylheptanoyl)oxy)-2-(((3-butylheptanoyl)oxy)methyl)-2-(((4-(dimethylamino)butanoyl)oxy)methyl)propyl (9Z)-hexadec-9-enoate